6-(1-(8-(cyclopropylmethyl)-8-azabicyclo[3.2.1]octan-3-yl)piperidin-4-yl)-5-fluoro-1-methyl-2-(4-(methylsulfonyl)phenyl)-1H-benzo[d]imidazole C1(CC1)CN1C2CC(CC1CC2)N2CCC(CC2)C=2C(=CC1=C(N(C(=N1)C1=CC=C(C=C1)S(=O)(=O)C)C)C2)F